tert-butyl 3-(2-((methylsulfonyl)oxy)ethyl)morpholine-4-carboxylate CS(=O)(=O)OCCC1N(CCOC1)C(=O)OC(C)(C)C